2-methyl-N-(pyridin-2-ylsulfonyl)propionamide CC(C(=O)NS(=O)(=O)C1=NC=CC=C1)C